phenyl-[1,2,4]triazolo[4,3-a]quinazolin-5-amine C1(=CC=CC=C1)C1=NN=C2N1C1=CC=CC=C1C(=N2)N